2-chloro-5-((1-(cyclopropylmethyl)-1H-pyrazol-4-yl)ethynyl)-N-((1s,4s)-4-((dimethylamino)methyl)cyclohexyl)pyridin-4-amine ClC1=NC=C(C(=C1)NC1CCC(CC1)CN(C)C)C#CC=1C=NN(C1)CC1CC1